C(C)(C)(C)OC(=O)N(CC1CCC1)CC=1C=C2C(=NC1C(=O)O)C(CC2)(C)C [(tert-butoxycarbonyl)(cyclobutylmethyl)amino]methyl-7,7-dimethyl-5H,6H-cyclopenta[b]pyridine-2-carboxylic acid